L-3,4-diaminophenylalanine NC=1C=C(C[C@H](N)C(=O)O)C=CC1N